(S)-(1-(4-((1-(3,4,5-trimethoxyphenyl)-1H-imidazol-4-yl)amino)-5H-pyrrolo[3,2-D]pyrimidin-2-yl)pyrrolidin-2-yl)methanol COC=1C=C(C=C(C1OC)OC)N1C=NC(=C1)NC=1C2=C(N=C(N1)N1[C@@H](CCC1)CO)C=CN2